3,3-dimethyl-1-[2-(methylsulfanyl)-5-[2-(triisopropylsilyl)ethynyl]pyrido[2,3-d]pyrimidin-7-yl]urea CN(C(NC=1C=C(C2=C(N=C(N=C2)SC)N1)C#C[Si](C(C)C)(C(C)C)C(C)C)=O)C